COC=1C=C(C=NC1)C1=CN=C2SC(=NN21)NCC2=CC=NC=C2 5-(5-methoxy-3-pyridyl)-N-(4-pyridylmethyl)imidazo[2,1-b][1,3,4]thiadiazol-2-amine